Acrylnitril C(C=C)#N